C1(CC1)C1=NC=NC(=C1C1=NN2C(N(C(CC2)=O)CC=2C=NC(=CC2)C=2N(C=C(N2)C(F)(F)F)C)=C1)OC 2-(4-cyclopropyl-6-methoxypyrimidin-5-yl)-4-((6-(1-methyl-4-(trifluoromethyl)-1H-imidazol-2-yl)pyridin-3-yl)methyl)-6,7-dihydropyrazolo[1,5-a]pyrimidin-5(4H)-one